C(C)(C)(C)OC(=O)N1CCC(CC1)C1=C(C=CC=2N(C(N(C21)C)=O)C2C(NC(CC2)=O)=O)Cl 4-[5-chloro-1-(2,6-dioxo-3-piperidyl)-3-methyl-2-oxo-benzimidazol-4-yl]Piperidine-1-carboxylic acid tert-butyl ester